BrC1=NN2C(=NC(=CC2=O)N(C2CC(NC(C2)(C)C)(C)C)C)S1 2-bromo-7-(methyl(2,2,6,6-tetramethylpiperidin-4-yl)amino)-5H-[1,3,4]thiadiazolo[3,2-a]pyrimidin-5-one